(S)-(2-(4-bromo-2H-1,2,3-triazol-2-yl)-5-chlorophenyl)(4-methyl-2-((2-methylbenzo[d]thiazol-6-yl)methyl)pyrazolidin-1-yl)methanone BrC1=NN(N=C1)C1=C(C=C(C=C1)Cl)C(=O)N1N(C[C@@H](C1)C)CC1=CC2=C(N=C(S2)C)C=C1